tert-butyl (3R)-3-[(2-fluoro-4-iodo-benzoyl)-(3-methylthieno[3,2-c]pyridin-4-yl)amino]piperidine-1-carboxylate FC1=C(C(=O)N([C@H]2CN(CCC2)C(=O)OC(C)(C)C)C2=NC=CC3=C2C(=CS3)C)C=CC(=C1)I